n-nonylacetate C(CCCCCCCC)OC(C)=O